C(C)(C)(C)C1=C(C(=CC(=C1)C(C)(C)C)C(C(C)C)C1C2=CC(=CC=C2C2C=CC(=CC12)C(C)(C)C)C(C)(C)C)O 2,4-di-tert-butyl-6-[1-(2,7-di-tert-butyl-9,9a-dihydro-4aH-fluoren-9-yl)-2-methylpropan-1-yl]phenol